CC(C(CCCC)=O)=O heptan-2,3-dione